C(C)(C)(C)OC(=O)NCC1=CC=C(C2=C1NC(=N2)C)C(=O)O 7-(((tert-butoxycarbonyl)amino)methyl)-2-methyl-1H-benzo[d]imidazole-4-carboxylic acid